methylyl-cyclohexane C=C1CCCCC1